3-sila-2-sila-cyclopentane C1[SiH2][SiH2]CC1